ethyl (3bR,4aR)-1-(2-(2-(difluoromethyl)-4-(2,3-dimethylphenyl)piperazin-1-yl)-2-oxoethyl)-3b,4,4a,5-tetrahydro-1H-cyclopropa[3,4]cyclopenta[1,2-c]pyrazole-3-carboxylate FC(C1N(CCN(C1)C1=C(C(=CC=C1)C)C)C(CN1N=C(C2=C1C[C@@H]1[C@H]2C1)C(=O)OCC)=O)F